6-hydroxy-4,5-dimethyl-2-naphthoic acid OC=1C(=C2C(=CC(=CC2=CC1)C(=O)O)C)C